NC=1SC(=CN1)C(=O)NC1=C(C=C(C=C1C)F)Cl 2-amino-N-(2-chloro-4-fluoro-6-methylphenyl)-5-thiazolecarboxamide